(2Z,5E)-5-(3,5-Dimethylbenzo[d]thiazol-2(3H)-ylidene)-3-ethyl-2-((3-((2-fluorophenyl)amino)pyridin-4-yl)methylene)thiazolidin-4-one CN1/C(/SC2=C1C=C(C=C2)C)=C\2/C(N(/C(/S2)=C/C2=C(C=NC=C2)NC2=C(C=CC=C2)F)CC)=O